C1(CC1)N(C=1N=NC(=CC1)C1=CC=C(C=2N=CSC21)C=2C=NN(C2)C2OCCCC2)C2CC(NC(C2)(C)C)(C)C N-cyclopropyl-6-{4-[1-(oxan-2-yl)pyrazol-4-yl]-1,3-benzothiazol-7-yl}-N-(2,2,6,6-tetramethylpiperidin-4-yl)pyridazin-3-amine